(1-(2,3-difluorobenzyl)cyclobutyl)methanamine FC1=C(CC2(CCC2)CN)C=CC=C1F